Cl.BrC1=CC=C(C=C1)C(N)=N 4-bromobenzenecarboximidamide hydrochloride